CC1(CCCC([N-]1)(C)C)C.CC1(CCCC([N-]1)(C)C)C.[Zn+2] Bis(2,2,6,6-tetramethylpiperidinyl)zinc